ClC1=C(C(=O)O)C=C(C=C1)C1=CC2=C(N(C[C@H](N(S2(=O)=O)C)C2CCCCC2)C2=CC=CC=C2)C=C1F (R)-2-chloro-5-(3-cyclohexyl-7-fluoro-2-methyl-1,1-dioxido-5-phenyl-2,3,4,5-tetrahydrobenzo[f][1,2,5]thiadiazepin-8-yl)benzoic acid